N-(3,5-dichloro-4-(2,6-dioxopiperidin-3-yl)benzyl)-2-(isoindolin-2-yl)-2-methylpropanamide ClC=1C=C(CNC(C(C)(C)N2CC3=CC=CC=C3C2)=O)C=C(C1C1C(NC(CC1)=O)=O)Cl